2-({3-[(2S)-4-Acetyl-2-methylpiperazin-1-yl]-2-chloro-5-cyanophenyl}amino)-4-(ethylamino)pyrazolo[1,5-a][1,3,5]triazine-8-carbonitrile C(C)(=O)N1C[C@@H](N(CC1)C=1C(=C(C=C(C1)C#N)NC1=NC=2N(C(=N1)NCC)N=CC2C#N)Cl)C